N-(cyclopropylmethyl)hydrazinecarboxamide C1(CC1)CNC(=O)NN